NCC(=O)NCCCNCCCCNCCCN glycyl-spermine